(7-chlorothieno[3,2-b]pyridin-3-yl)methanol ClC1=C2C(=NC=C1)C(=CS2)CO